FC1=C2N(CCN(C2)C(CCOCCC)=O)C2=NC=C(N=C21)C(F)(F)F 1-(3-(10-fluoro-2-(trifluoromethyl)-6,7-dihydropyrrolo[1,5-a:2,3-b']dipyrazin-8(9H)-yl)-3-oxopropoxy)propan